5-(m-methylphenoxymethyl)-bicyclo[2.2.1]Hept-2-ene CC=1C=C(OCC2C3C=CC(C2)C3)C=CC1